C(C)(C)(C)OC(=O)N1C(CCCC1)C(S(=O)(=O)C=1C=NC(=CC1)OC)F (fluoro((6-methoxypyridin-3-yl)sulfonyl)methyl)piperidine-1-carboxylic acid tert-butyl ester